C(C1CO1)OC(=O)C1C(CCCC1)C(=O)OCC1CO1 bis(2,3-epoxypropyl)cyclohexane-1,2-dicarboxylate